NC\C=C(\CN1C(=NC2=C1C=C(C=C2C2=CC=C(C=C2)S(=O)(=O)C)C(=O)OC)C)/F methyl (Z)-1-(4-amino-2-fluorobut-2-en-1-yl)-2-methyl-4-(4-(methylsulfonyl)phenyl)-1H-benzo[d]imidazol-6-carboxylate